tert-butyl ((7-(1-(((5-bromoquinolin-2-yl)methyl)(5,6,7,8-tetrahydroquinolin-8-yl)carbamoyl)cyclopropyl)-4-oxo-3,4-dihydrophthalazin-1-yl)methyl)carbamate BrC1=C2C=CC(=NC2=CC=C1)CN(C(=O)C1(CC1)C1=CC=C2C(NN=C(C2=C1)CNC(OC(C)(C)C)=O)=O)C1CCCC=2C=CC=NC12